2-(4,6-diaminopyrazolo[3,4-d]pyrimidin-3-yl)ethyn-ol NC1=C2C(=NC(=N1)N)NN=C2C#CO